bicyclo[2.2.2]octane-2,3,5,6-tetracarboxylic 2,3:5,6-dianhydride C12C3C(C(C4C1C(=O)OC4=O)CC2)C(=O)OC3=O